FC1=C2C([C@@H]([C@@H](OC2=CC=C1)C)O)=NO |r| rac-cis-5-Fluoro-3-hydroxy-2-methylchroman-4-one oxime